[N-](S(=O)(=O)C(F)(F)F)S(=O)(=O)C(F)(F)F.[Li+].N1(CCNCC1)C1=CC=C(C=C1)/C=C/C(=O)N1CCCCC1 (E)-3-(4-(piperazin-1-yl)phenyl)-1-(piperidin-1-yl)prop-2-en-1-one lithium bis(trifluoromethane)sulfonimide salt